(13S,15R)-13-methyl-15-(3-oxo-3-(pyrrolidin-1-yl)propyl)-6,7,8,9,11,12,13,14,15,16-decahydro-17H-cyclopenta[a]phenanthren-17-one C[C@@]12C(C[C@H](C1C1CCC=3C=CC=CC3C1CC2)CCC(N2CCCC2)=O)=O